hexatriacontane CCCCCCCCCCCCCCCCCCCCCCCCCCCCCCCCCCCC